sodium hydrogen sulfite monohydrate O.S(=O)(O)[O-].[Na+]